ethyl 2-[cyano-(1-methylcyclopropyl)methyl]-5-[(3R)-3-methylmorpholin-4-yl]pyrazole-3-carboxylate C(#N)C(N1N=C(C=C1C(=O)OCC)N1[C@@H](COCC1)C)C1(CC1)C